FC1=C(C=CC(=C1)C1=NN(C=N1)C1=CC=C(C=C1)S(=O)(=O)C(F)(F)F)NC(=O)\N=C\1/SCC(N1C1=C(C=CC(=C1)C)C(C)OC)=O (Z)-1-(2-fluoro-4-(1-(4-((trifluoromethyl)sulfonyl)phenyl)-1H-1,2,4-triazol-3-yl)phenyl)-3-(3-(2-(1-methoxyethyl)-5-methylphenyl)-4-oxothiazolidin-2-ylidene)urea